B(OC=CC)(OC=CC)OC=CC tri-propenyl borate